CC1(OCC(O1)COCCCS(=O)(=O)[O-])CCCCCCCCCCC.[Na+] sodium 3-[(2-methyl-2-undecyl-1,3-dioxolan-4-yl)methoxy]-1-propanesulfonate